4-[(3R)-3-[bis[(2R)-2-hydroxy-2-phenylethyl]amino]butyl]-benzamide O[C@@H](CN([C@@H](CCC1=CC=C(C(=O)N)C=C1)C)C[C@H](O)C1=CC=CC=C1)C1=CC=CC=C1